(dimethylamino)-ethyl benzoate C(C1=CC=CC=C1)(=O)OCCN(C)C